(3,4-dihydroxyphenyl)(4-(2-fluoro-4-(1-hydroxy-3-methylbutyl)phenyl)piperazin-1-yl)methanone OC=1C=C(C=CC1O)C(=O)N1CCN(CC1)C1=C(C=C(C=C1)C(CC(C)C)O)F